1-(azetidin-3-ylmethyl)-3-methoxyazetidine N1CC(C1)CN1CC(C1)OC